(E)-3-(1-(4-(3H-[1,2,3]triazolo[4,5-b]pyridin-3-yl)-N-(1-(tert-butoxycarbonyl)piperidin-3-yl)-2-fluorobenzamido)isoquinolin-6-yl)acrylic acid N1=NN(C2=NC=CC=C21)C2=CC(=C(C(=O)N(C1CN(CCC1)C(=O)OC(C)(C)C)C1=NC=CC3=CC(=CC=C13)/C=C/C(=O)O)C=C2)F